NC1=NC=C(C=C1C1=C(C=C(C=C1)C=1N(C=C(C(C1C(=O)N)=O)C1=CC=C(C=C1)C)CC1CCOCC1)F)C=1C=NN(C1)C1CCOCC1 (4-{2-amino-5-[1-(tetrahydro-2H-pyran-4-yl)-1H-pyrazol-4-yl]pyridin-3-yl}-3-fluorophenyl)-5-(4-methylphenyl)-4-oxo-1-(tetrahydro-2H-pyran-4-ylmethyl)-1,4-dihydropyridine-3-carboxamide